C[C@H]1N([C@H](CN(C1)C1=NC=CC(=C1)C1=NNC2=CC=C(C=C12)[N+](=O)[O-])C)CCOCCN1CCN(CC1)C=1C=C2C(N(C(C2=CC1)=O)C1C(NC(CC1)=O)=O)=O 5-[4-[2-[2-[(2R,6S)-2,6-dimethyl-4-[4-(5-nitro-1H-indazol-3-yl)-2-pyridyl]piperazin-1-yl]ethoxy]ethyl]piperazin-1-yl]-2-(2,6-dioxo-3-piperidyl)isoindoline-1,3-dione